C1CCC(CC1)NC(=S)NC2=CC=CC=C2 N-cyclohexyl-N'-phenylthiourea